COC=1C=C(C=CC1C)NC(=O)C1CCC(CC1)N1C(NC2=C1C=CC=C2C(=O)N2CCN(CC2)C)=O N-(3-methoxy-4-methylphenyl)-4-[4-(4-methylpiperazine-1-carbonyl)-2-oxo-2,3-dihydro-1H-1,3-benzodiazol-1-yl]cyclohexane-1-carboxamide